C(C)(C)(C)N(C(O)=O)C1CC(CC(C1)O[Si](C)(C)C(C)(C)C)NC1=CC(=NC=C1N)Br.BrC1=C(C(=C2CCCC2=C1)[N+](=O)[O-])NC(C)=O N-(6-bromo-4-nitro-indan-5-yl)acetamide tert-butyl-(3-((5-amino-2-bromopyridin-4-yl)amino)-5-((tert-butyldimethyl-silyl)oxy)cyclohexyl)carbamate